3-(5-(4-((4-fluoropiperidin-4-yl)methyl)piperazin-1-yl)-3-methyl-2-oxo-2,3-dihydro-1H-benzo[d]imidazol-1-yl)piperidine-2,6-dione FC1(CCNCC1)CN1CCN(CC1)C1=CC2=C(N(C(N2C)=O)C2C(NC(CC2)=O)=O)C=C1